CN1N=CC(=C1OCCCOC1=C(C=CC=C1)C=C)C1=CC=C2C=NNC2=C1 6-[1-methyl-5-[3-(2-vinylphenoxy)propoxy]pyrazol-4-yl]-1H-indazole